3-ethoxy-4,6-difluoro-7-propoxydibenzo[B,d]thiophene C(C)OC=1C=CC2=C(SC3=C2C=CC(=C3F)OCCC)C1F